C(C)(C)(C)C=1SC=C(N1)C(=O)NC=1C=NC(=C(C1)NCC=1C(=NC(=NC1)SC)NC)Cl 2-(tert-butyl)-N-(6-chloro-5-(((4-(methylamino)-2-(methylsulfanyl)pyrimidin-5-yl)methyl)amino)pyridin-3-yl)thiazole-4-carboxamide